OC[C@@H]1C[C@@]2(CCCN2[C@@H]1C1=NN(C=C1)C1OCCCC1)C(=O)OC(C)(C)C tert-butyl (2R,3S,7aS)-2-(hydroxymethyl)-3-(1-(tetrahydro-2H-pyran-2-yl)-1H-pyrazol-3-yl)tetrahydro-1H-pyrrolizine-7a(5H)-carboxylate